2-((4-amino-7-(piperidin-4-ylmethyl)imidazo[2,1-f][1,2,4]triazin-2-yl)oxy)pentan-1-ol NC1=NC(=NN2C1=NC=C2CC2CCNCC2)OC(CO)CCC